FC(CC/C=C/C(=O)OC(C)(C)C)(C)F tert-butyl (2E)-6,6-difluorohept-2-enoate